C1=CC=CC=2C3=CC=CC=C3C(C12)COC(=O)N1[C@@H](C[C@@H](C1)N(C)C(=O)OCC=C)C(=O)O (2S,4S)-1-(((9H-fluoren-9-yl)methoxy)carbonyl)-4-(((allyloxy)carbonyl)(methyl)amino)pyrrolidine-2-carboxylic acid